2-Amino-N-[4-fluoro-5-[(2-fluorophenyl)carbamoyl]-2-methylphenyl]-1,3-thiazole-5-carboxamide NC=1SC(=CN1)C(=O)NC1=C(C=C(C(=C1)C(NC1=C(C=CC=C1)F)=O)F)C